FC1=C2C(=CC=NC2=CC=C1)[N+](=O)[O-] 5-fluoro-4-nitroquinoline